4-(4-hexyloxy-phenyl)-4-oxo-butyric acid C(CCCCC)OC1=CC=C(C=C1)C(CCC(=O)O)=O